2-((2-methoxy-2-oxoethyl)amino)-2-oxoacetic acid COC(CNC(C(=O)O)=O)=O